ClC1=C(C(=C(C#N)C(=C1)C1=NN(C=C1)C)N1CCC(CC1)C1=NN=CN1C)C=1C=NC(=CC1)F 4-chloro-3-(6-fluoropyridin-3-yl)-2-[4-(4-methyl-1,2,4-triazol-3-yl)piperidin-1-yl]-6-(1-methylpyrazol-3-yl)benzonitrile